FC1=C2C3=C(NC2=C(C=C1F)NC)N=CC(=C3N3C[C@@H](CC3)CO)C=3C=C1C(C(=CN(C1=NC3)C)C(=O)O)=O (R)-6-(5,6-difluoro-4-(3-(hydroxymethyl)pyrrolidin-1-yl)-8-(methylamino)-9H-pyrido[2,3-b]indol-3-yl)-1-methyl-4-oxo-1,4-dihydro-1,8-naphthyridine-3-carboxylic acid